C(#N)C1=NN(C2=C(C(=CC=C12)\C=C(\C(=O)NC=1C(=NC=C(C1C)F)C)/F)F)C1OCCCC1 (2Z)-3-[3-Cyano-7-fluoro-1-(oxan-2-yl)indazol-6-yl]-2-fluoro-N-(5-fluoro-2,4-dimethylpyridin-3-yl)prop-2-enamide